ClC=1C2=C(N=CN1)C1=C(O2)C=CC(=C1)Cl 4,8-dichloro-[1]benzofuro[3,2-d]pyrimidine